6-{[(3S,4S)-3-({2-[(3S)-2,6-dioxopiperidin-3-yl]-1-oxo-2,3-dihydro-1H-isoindol-5-yl}oxy)-4-(methoxymethyl)pyrrolidin-1-yl]methyl}-8-fluoro-N-methyl-N-(oxan-4-yl)quinoline-2-carboxamide O=C1NC(CC[C@@H]1N1C(C2=CC=C(C=C2C1)O[C@@H]1CN(C[C@H]1COC)CC=1C=C2C=CC(=NC2=C(C1)F)C(=O)N(C1CCOCC1)C)=O)=O